Heptane-7-carboxylic acid tert-butyl ester C(C)(C)(C)OC(=O)CCCCCCC